ClC1=CC=C(C(=N1)C1=C(C=NC=C1)F)NC(C)C=1C=2C3=C(N(C(C2C=C(C1)C)=O)C)N(N=C3)CC3CCNCC3 9-(1-((6-chloro-3'-fluoro-[2,4'-bipyridin]-3-yl)amino)ethyl)-4,7-dimethyl-3-(piperidin-4-ylmethyl)-3,4-dihydro-5H-pyrazolo[3,4-c]isoquinolin-5-one